FC1(CN(CC1)C1=NC=CC(=C1NC(=O)C=1C=NC(=NC1)OC(C)C)C1=NC=CC=C1F)F N-[2-(3,3-difluoropyrrolidin-1-yl)-4-(3-fluoro-2-pyridyl)-3-pyridyl]-2-isopropoxy-pyrimidine-5-carboxamide